3-(3-chloro-5-fluoro-2-methoxyanilino)-2-(3-{[2-methyloxetan-2-yl]methoxy}pyridin-4-yl)-1,5,6,7-tetrahydro-4H-pyrrolo[3,2-c]pyridin-4-one ClC=1C(=C(NC2=C(NC3=C2C(NCC3)=O)C3=C(C=NC=C3)OCC3(OCC3)C)C=C(C1)F)OC